C(C1=CC=CC=C1)OC(=O)NC(C(=O)O)CN1N=CC2=CC(=CC=C12)OCCC1=NC=2NCCCC2C=C1 2-(((Benzyloxy)carbonyl)amino)-3-(5-(2-(5,6,7,8-tetrahydro-1,8-naphthyridin-2-yl)ethoxy)-1H-indazol-1-yl)propanoic acid